4-(3-((5-cyclopropyl-2-((3-methyl-1-(1-methylpyrrolidin-3-yl)-1H-pyrazol-4-yl)amino)pyrimidin-4-yl)amino)propyl)-2,2-dimethyl-1,4-oxazepan-3-one C1(CC1)C=1C(=NC(=NC1)NC=1C(=NN(C1)C1CN(CC1)C)C)NCCCN1C(C(OCCC1)(C)C)=O